C1N(CC12N(CCCC2)C(=O)OCC2=CC=CC=C2)C(=O)OC(C)(C)C 5-benzyl 2-(tert-butyl) 2,5-diazaspiro[3.5]nonane-2,5-dicarboxylate